C([C@@H](CCCCC)O)O (R)-1,2-heptanediol